1-cyclopropyl-3-(4,4,5,5-tetramethyl-1,3,2-dioxaborolan-2-yl)-1H-pyrazole C1(CC1)N1N=C(C=C1)B1OC(C(O1)(C)C)(C)C